CC1=C(C=CC=C1/C=C/C1=CC=C(C=O)C=C1)C1=CC=CC=C1 (E)-4-(2-(2-methyl-[1,1'-biphenyl]-3-yl)vinyl)benzaldehyde